3-(5-((cyclohexyl(methyl)amino)methyl)-1H-tetrazol-1-yl)-5-nitrobenzonitrile C1(CCCCC1)N(C)CC1=NN=NN1C=1C=C(C#N)C=C(C1)[N+](=O)[O-]